CC=1C=C(C=CC1)C1=C(C=C(C=C1OCN(C(OCCOC)=O)C)CCCCC)OCN(C(OCCOC)=O)C bis(2-methoxyethyl) (((3'-methyl-4-pentyl-[1,1'-biphenyl]-2,6-diyl)bis(oxy))bis(methylene))bis(methyl carbamate)